ClC1=C(C(=O)O)C=C(C=C1C)NC(=O)[C@@H]1C([C@H]1C1=CC(=C(C(=C1)Cl)Cl)Cl)(Cl)Cl 2-chloro-5-((1R,3R)-2,2-dichloro-3-(3,4,5-trichlorophenyl)cyclopropane-1-carboxamido)-3-methylbenzoic acid